(R)-N-(cyclopropylmethyl)-5-(trifluoromethyl)-2,3-dihydro-1H-inden-1-amine C1(CC1)CN[C@@H]1CCC2=CC(=CC=C12)C(F)(F)F